(S)-2-amino-3-(4-dihydroxyboryl-2-fluorophenyl)2-methylpropanoic acid N[C@](C(=O)O)(CC1=C(C=C(C=C1)B(O)O)F)C